N-(4-(1-((2-(benzyloxy)-2-methylpropyl)sulfonyl)-1,2,3,6-tetrahydropyridin-4-yl)phenyl)-3-fluoro-5,7-dihydro-6H-pyrrolo[3,4-b]pyridine-6-carboxamide C(C1=CC=CC=C1)OC(CS(=O)(=O)N1CCC(=CC1)C1=CC=C(C=C1)NC(=O)N1CC2=NC=C(C=C2C1)F)(C)C